2-amino-N-[(1S,2S)-2-{[4-(1,3-dimethyl-1H-indol-5-yl)phenyl]methoxy}cyclopentyl]-5-(1-methyl-1H-pyrazol-4-yl)pyridine-3-carboxamide NC1=NC=C(C=C1C(=O)N[C@@H]1[C@H](CCC1)OCC1=CC=C(C=C1)C=1C=C2C(=CN(C2=CC1)C)C)C=1C=NN(C1)C